C(C)(=O)NC1=C(C=CC(=C1)Br)C(=O)OC methyl 2-acetamido-4-bromophenylcarboxylate